6-(4-chlorophenyl)-1H-indole-2-carboxylic acid methyl ester COC(=O)C=1NC2=CC(=CC=C2C1)C1=CC=C(C=C1)Cl